tetrahydrofuran-3-yl ((S,E)-7-amino-1-((1-((4-neopentyl-1H-benzo[d]imidazol-2-yl)methyl)-2-oxo-1,2-dihydropyridin-3-yl)amino)-1,7-dioxohept-5-en-2-yl)carbamate NC(/C=C/CC[C@@H](C(=O)NC=1C(N(C=CC1)CC1=NC2=C(N1)C=CC=C2CC(C)(C)C)=O)NC(OC2COCC2)=O)=O